C1(CC1)CC=1NC(=NN1)C1CN(C1)C(=O)N1CC2(C1)CC(C2)N2N=C(N=C2)C2CC2 [3-[5-(cyclopropylmethyl)-4H-1,2,4-triazol-3-yl]azetidin-1-yl]-[6-(3-cyclopropyl-1,2,4-triazol-1-yl)-2-azaspiro[3.3]heptan-2-yl]methanone